C(=O)(O)CC1(CC1)C(=O)O 1-(carboxymethyl)cyclopropane-1-carboxylic acid